(E)-3-(6-aminopyridin-3-yl)-N-((7-(3-chlorophenyl)-5-(4-(4,4-difluoropiperidine-1-carbonyl)-2-fluorophenyl)benzofuran-2-yl)methyl)acrylamide NC1=CC=C(C=N1)/C=C/C(=O)NCC=1OC2=C(C1)C=C(C=C2C2=CC(=CC=C2)Cl)C2=C(C=C(C=C2)C(=O)N2CCC(CC2)(F)F)F